3-(Difluoromethyl)-7-(3-(4-(trifluoromethyl)phenoxy)pyrazin-2-yl)-[1,2,4]triazolo[4,3-a]pyridine FC(C1=NN=C2N1C=CC(=C2)C2=NC=CN=C2OC2=CC=C(C=C2)C(F)(F)F)F